OC1(CN(C1)C(C)=O)CNC[C@@H]([C@@H]([C@@H](CO)O)O)O 1-[3-hydroxy-3-[[[(2S,3S,4R)-2,3,4,5-tetrahydroxypentyl]amino]methyl]azetidin-1-yl]ethanone